NC1=C(C=C(N=N1)C1=C(C=CC=C1)O)N1CC2CCC(C1)N2C2=CC(=NC=C2)C#CCN2CC1(CCC1)CC2 2-[6-amino-5-[8-[2-[3-(6-azaspiro[3.4]octan-6-yl)prop-1-ynyl]-4-pyridyl]-3,8-diazabicyclo[3.2.1]octan-3-yl]pyridazin-3-yl]phenol